2-(4-(2-((4-(3,4-dimethoxyphenyl)thiazol-2-yl)amino)-2-oxoethyl)phenoxy)nicotinamide COC=1C=C(C=CC1OC)C=1N=C(SC1)NC(CC1=CC=C(OC2=C(C(=O)N)C=CC=N2)C=C1)=O